tert-Butyl 5-(2-(diphenylmethylene)hydrazinyl)-3,4-dihydroquinoline-1(2H)-carboxylate C1(=CC=CC=C1)C(=NNC1=C2CCCN(C2=CC=C1)C(=O)OC(C)(C)C)C1=CC=CC=C1